Aluminum 1,4-di-t-butylsalicylate C(C)(C)(C)C1(C(=O)[O-])C(O)C=C(C=C1)C(C)(C)C.[Al+3].C(C)(C)(C)C1(C(=O)[O-])C(O)C=C(C=C1)C(C)(C)C.C(C)(C)(C)C1(C(=O)[O-])C(O)C=C(C=C1)C(C)(C)C